(7S)-7-Methyl-2-(2-phenylethyl)-3-(piperidin-4-yl)-3H,6H,7H,8H,9H-imidazo[4,5-f]chinolin C[C@@H]1NC2=CC=C3C(=C2CC1)N=C(N3C3CCNCC3)CCC3=CC=CC=C3